3-((3aR,6aS)-5-(5-Chloro-2-((1-methyl-1H-pyrazol-4-yl)amino)pyrimidin-4-yl)hexahydropyrrolo[3,4-c]pyrrol-2(1H)-yl)-3-oxopropanenitrile ClC=1C(=NC(=NC1)NC=1C=NN(C1)C)N1C[C@@H]2[C@H](C1)CN(C2)C(CC#N)=O